BrC=1C=C(C=CC1)NC(=O)NC1=CC(=CC(=C1)Br)Br 1-(3-bromophenyl)-3-(3,5-dibromophenyl)urea